C(#N)C=1C=C(C=NC1OC(F)F)NC(=O)[C@H]1CC2(CCOCC2)C2=C1C=NC=1N2N=C(C1)F (S)-N-(5-cyano-6-(difluoromethoxy)pyridin-3-yl)-2-fluoro-2',3',5',6,6',7-hexahydrospiro[cyclopenta[e]pyrazolo[1,5-a]pyrimidine-8,4'-pyran]-6-carboxamide